2-[1-[6-methyl-2-(4-methyl-1-piperidyl)-4-oxo-chromen-8-yl]ethylamino]benzoic acid CC=1C=C2C(C=C(OC2=C(C1)C(C)NC1=C(C(=O)O)C=CC=C1)N1CCC(CC1)C)=O